2-(trichloromethyl)-7-(trifluoromethoxy)-1H-benzimidazole ClC(C1=NC2=C(N1)C(=CC=C2)OC(F)(F)F)(Cl)Cl